2-((3-methoxy-4-(1-methyl-1H-pyrazol-5-yl)phenyl)amino)-4-((tetrahydro-2H-pyran-4-yl)amino)-7H-pyrrolo[2,3-d]pyrimidine-5-carbonitrile COC=1C=C(C=CC1C1=CC=NN1C)NC=1N=C(C2=C(N1)NC=C2C#N)NC2CCOCC2